4-(2-((R)-1-((5-chlorothiazol-2-yl)methyl)-3-((R or S)-3,3-dimethyloxetan-2-yl)pyrrolidin-3-yl)ethyl)benzonitrile ClC1=CN=C(S1)CN1C[C@@](CC1)([C@H]1OCC1(C)C)CCC1=CC=C(C#N)C=C1 |o1:12|